C1=C(C=CC=2C3=CC=C(C=C3NC12)C1=CC=C(C#N)C=C1)C1=CC=C(C#N)C=C1 4,4'-(9H-carbazole-2,7-diyl)dibenzonitrile